(E)-N-(1-(3,4-dichlorophenyl)-2-(dimethylamino)ethyl)-2-phenylethene-1-sulfonamide ClC=1C=C(C=CC1Cl)C(CN(C)C)NS(=O)(=O)\C=C\C1=CC=CC=C1